tetradecyl-dimethyl-[3-(trimethoxysilyl)propyl]ammonium chloride [Cl-].C(CCCCCCCCCCCCC)[N+](CCC[Si](OC)(OC)OC)(C)C